N1(C=NC=C1)C1=NC=CC(=C1)CN (2-(1H-imidazol-1-yl)pyridin-4-yl)methylamine